C12CN(CC2NC1)C1=CN=C2C=CC(=NC2=C1)C=1C(=NNC1)C1=NC(=CC=C1)C 7-(3,6-diazabicyclo[3.2.0]heptan-3-yl)-2-[3-(6-methyl-2-pyridyl)-1H-pyrazol-4-yl]-1,5-naphthyridine